(1R,4R,7R)-2-{1-[(1-cyclopentanecarbonylazetidin-3-yl)methyl]-2-[1-(cyclopropylmethyl)-1H-indol-2-yl]-7-methoxy-1H-1,3-benzodiazole-5-carbonyl}-2-azabicyclo[2.2.1]heptan-7-amine C1(CCCC1)C(=O)N1CC(C1)CN1C(=NC2=C1C(=CC(=C2)C(=O)N2[C@@H]1CC[C@H](C2)[C@H]1N)OC)C=1N(C2=CC=CC=C2C1)CC1CC1